(R)-3-(((R)-3-(allyloxy)-2-(13-methyltetradecanamido)-3-oxopropyl)thio)propane-1,2-diyl bis(13-methyltetradecanoate) CC(CCCCCCCCCCCC(=O)OC[C@H](CSC[C@@H](C(=O)OCC=C)NC(CCCCCCCCCCCC(C)C)=O)OC(CCCCCCCCCCCC(C)C)=O)C